CCCCCC\C=C/CCCCCCCCCCC cis-7-nonadecene